4-chloro-2-cyclohexyl-5-methyl-phenol ClC1=CC(=C(C=C1C)O)C1CCCCC1